BrC=1C(=C(C(=NC1)N)F)C 5-bromo-3-fluoro-4-methyl-pyridin-2-amine